FC1=C(CCN2[C@@H]([C@H]([C@@H]([C@H](C2)O)O)O)CF)C(=CC(=C1)C(C)C)F (2s,3r,4r,5s)-1-(2,6-difluoro-4-isopropylphenethyl)-2-(fluoromethyl)piperidin-3,4,5-triol